C1(=CC=CC=C1)C1=CC=C(S1)B(O)O 5-PHENYL-2-THIENYLBORONIC ACID